(4-Methyl-piperazin-1-yl)-((1aR,5aR)-2-pyrazin-2-yl-1a,2,5,5a-tetrahydro-1H-2,3-diaza-cyclopropa[a]pentalen-4-yl)-methanone CN1CCN(CC1)C(=O)C=1C=2C[C@@H]3[C@H](C2N(N1)C1=NC=CN=C1)C3